2-[4-[3-(2,4-dioxohexahydropyrimidin-1-yl)-5-fluoro-1-methyl-indazol-6-yl]cyclohexyl]-3,3a,4,5,6,6a-hexahydro-1H-cyclopenta[c]pyrrol O=C1N(CCC(N1)=O)C1=NN(C2=CC(=C(C=C12)F)C1CCC(CC1)N1CC2C(C1)CCC2)C